CC1(C=2C=CC(=CC2C(CC1)(C)C)/C(=C/C1=CC=C(C(=O)O)C=C1)/C)C 4-[(1E)-2-(5,6,7,8-tetrahydro-5,5,8,8-tetramethyl-2-naphthyl)-1-propen-1-yl]-benzoic acid